4-((1-(3-chloropyridin-2-yl)-1H-pyrazol-3-yl)amino)-1-(2,6-dichlorophenyl)-1H-pyrazole-3-carboxamide ClC=1C(=NC=CC1)N1N=C(C=C1)NC=1C(=NN(C1)C1=C(C=CC=C1Cl)Cl)C(=O)N